2-[(2E)-2-(aminomethyl)-3-fluoroprop-2-en-1-yl]-4-[5-(1,3-benzooxazol-5-yl)thiophen-2-yl]methyl-2,4-dihydro-3H-1,2,4-triazol-3-one hydrochloride Cl.NC/C(/CN1N=CN(C1=O)CC=1SC(=CC1)C=1C=CC2=C(N=CO2)C1)=C\F